3-cyclopropyl-1-methyl-1H-pyrazole C1(CC1)C1=NN(C=C1)C